{6-[2-(2,2,2-trifluoroethyl)-5-(trifluoromethyl)thieno[2,3-b]pyridin-4-yl]-2,6-diazaspiro[3.3]heptan-2-yl}methanone FC(CC1=CC=2C(=NC=C(C2N2CC3(CN(C3)C=O)C2)C(F)(F)F)S1)(F)F